exo-N-[8-amino-6-(4-methyl-3-pyridyl)-2,7-naphthyridin-3-yl]-4-oxo-3-azabicyclo[3.1.0]Hexane-6-carboxamide NC=1N=C(C=C2C=C(N=CC12)NC(=O)C1C2C(NCC12)=O)C=1C=NC=CC1C